N-Boc-L-β-glutamic acid 5-benzyl ester C(C1=CC=CC=C1)OC(C[C@H](NC(=O)OC(C)(C)C)CC(=O)O)=O